OCC(O)CO GLYCERIN